BrC=1C(=C(C(=O)N(C)C)C=C(C1)[N+](=O)[O-])F 3-bromo-2-fluoro-N,N-dimethyl-5-nitrobenzamide